FC1=C2C(=CN=CC2=CC=C1)N1C(N(C2=CC=C(C=C2C1=O)C(F)(F)F)CCC#N)=O 3-(3-(5-fluoroisoquinolin-4-yl)-2,4-dioxo-6-(trifluoromethyl)-3,4-dihydroquinazolin-1(2H)-yl)propanenitrile